N-(3-(1-(tetrahydro-2H-pyran-4-yl)-1H-indol-2-yl)-1H-pyrazol-5-yl)-4-((1-methylpiperidin-4-yl)amino)benzamide O1CCC(CC1)N1C(=CC2=CC=CC=C12)C1=NNC(=C1)NC(C1=CC=C(C=C1)NC1CCN(CC1)C)=O